C1(=CC=CC=C1)C1=CC2=C(C3=CC=CC=C3C(=C2C=C1)B1OC(C(O1)(C)C)(C)C)B1OC(C(O1)(C)C)(C)C 2-phenyl-9,10-bis(4,4,5,5-tetramethyl-1,3,2-dioxaborolan-2-yl)anthracene